[(3S,9aS)-3-Hydroxy-3-[5-(trifluoromethyl)-2-pyridyl]-1,4,6,7,9,9a-hexahydropyrazino[2,1-c][1,4]oxazin-8-yl]-[2-chloro-3-(3-fluoro-1H-pyrazol-4-yl)phenyl]methanon O[C@]1(CN2[C@H](CO1)CN(CC2)C(=O)C2=C(C(=CC=C2)C=2C(=NNC2)F)Cl)C2=NC=C(C=C2)C(F)(F)F